trimethylamine hydrofluoric acid salt F.CN(C)C